7,2',4'-Trihydroxydihydroisoflavone OC1=CC=C2C(C(COC2=C1)C1=C(C=C(C=C1)O)O)=O